CNS(=O)(=O)N1CCC(CC1)CC1=CC=C(C=C1)NC(OCC1=CC=C(C=C1)Cl)=O 4-chlorobenzyl (4-((1-(N-methylsulfamoyl)piperidin-4-yl)methyl)phenyl)carbamate